C(C)OC1=CC=C(C=N1)C1=CN=CC(=N1)C(=O)N/N=C/C=1C(=NC=C(C1)N1CC(C1)O)F (E)-6-(6-ethoxypyridin-3-yl)-N'-((2-fluoro-5-(3-hydroxyazetidin-1-yl)pyridin-3-yl)methylene)pyrazine-2-carbohydrazide